C(C=C)(=O)NC1=CC=C(C=C1)C1=C(C=2C(=NC=C(C2N1C)C#N)N)C1=CC(=C(C=C1)NC(=O)C1CC(C1)(F)F)OC N-(4-(2-(4-acrylamidophenyl)-4-amino-7-cyano-1-methyl-1H-pyrrolo[3,2-c]pyridin-3-yl)-2-methoxyphenyl)-3,3-difluorocyclobutane-1-carboxamide